(6S,8S,9R,10S,11S,13S,14S,16R,17S)-6,9-difluoro-11,16,17-trihydroxy-17-(2-hydroxyacetyl)-10,13-Dimethyl-6,7,8,9,10,11,12,13,14,15,16,17-Dodecahydro-3H-cyclopenta[a]phenanthrene F[C@@H]1C2=CCC=C[C@@]2([C@]2([C@H](C[C@@]3([C@]([C@@H](C[C@H]3[C@@H]2C1)O)(C(CO)=O)O)C)O)F)C